vinyltriisopropenyloxy(isopentoxy)silane C(=C)C=C(C)O[Si](OCCC(C)C)(OC(=C)C)OC(=C)C